C1(CCC1)CC(=O)NC(C(=O)O)CCN(CCCCC1=NC=2NCCCC2C=C1)CC(CF)OC 2-[(2-cyclobutylacetyl)amino]-4-[[3-fluoro-2-methoxy-propyl]-[4-(5,6,7,8-tetrahydro-1,8-naphthyridin-2-yl)butyl]amino]butanoic acid